C1(CC1)C=1NC(=NN1)C1CC2(CN(C2)C(=O)N2CC(C2)C2=CC=C(C=C2)[C@@H]2C[C@@H](C2)C(F)F)C1 cis-[6-(5-Cyclopropyl-4H-1,2,4-triazol-3-yl)-2-azaspiro[3.3]heptan-2-yl]-[3-[4-[3-(difluoromethyl)cyclobutyl]phenyl]azetidin-1-yl]methanone